quinolin-3-amine N1=CC(=CC2=CC=CC=C12)N